1-(6-(4-(trifluoromethoxy)phenyl)chinolin-2-yl)piperidin FC(OC1=CC=C(C=C1)C=1C=C2C=CC(=NC2=CC1)N1CCCCC1)(F)F